CN1N=CC(=C1)C=1C=C(C(=O)NC(C(=O)O)CCCOCCCC2=NC=3NCCCC3C=C2)C=CC1 2-(3-(1-methyl-1H-pyrazol-4-yl)benzamido)-5-(3-(5,6,7,8-tetrahydro-1,8-naphthyridin-2-yl)propoxy)pentanoic acid